2-oxo-6-(p-tolyl)-1,2-dihydropyridine-3-carboxylic acid pentafluorophenyl ester FC1=C(C(=C(C(=C1OC(=O)C=1C(NC(=CC1)C1=CC=C(C=C1)C)=O)F)F)F)F